dimethyl-2-{3-[2-(methylamino)ethyl]phenoxy}ethan-1-amine CC(COC1=CC(=CC=C1)CCNC)(N)C